2-chloroethyl-N,N-dimethyl-ammonium chloride [Cl-].ClCC[NH+](C)C